NC1=NNC2=C1C(=NC=C2C2=NC=C(C=C2)OCCN2CCOCC2)C2=CC=C(CNC(C1=C(C=CC(=C1)F)OC)=O)C=C2 N-(4-(3-amino-7-(5-(2-morpholinoethoxy)pyridin-2-yl)-1H-pyrazolo[4,3-c]pyridin-4-yl)benzyl)-5-fluoro-2-methoxybenzamide